benzyl ((1RS,2SR,4RS,5SR)-5-((R)-6-chloro-4-oxochroman-2-carboxamido)bicyclo[2.2.1]heptan-2-yl)carbamate ClC=1C=C2C(C[C@@H](OC2=CC1)C(=O)N[C@@H]1[C@H]2C[C@@H]([C@@H](C1)C2)NC(OCC2=CC=CC=C2)=O)=O |&1:14,15,17,18|